C1(CC1)COC1=CC2=C(N(N=C2C=C1)C)C(=O)N[C@H](C(=O)N)C (2S)-2-{[5-(cyclopropylmethoxy)-2-methyl-2H-indazol-3-yl]formamido}propanamide